N[C@@H](CC1=CC=CC=C1)CO L-phenylalaninol